C(C)(C)(C)C1=CC=C(C=C1)N(C(=O)[C@@H]1N(C[C@@H](C1)C)C#N)C(C(=O)NC1CCCCC1)C=1C=NC=CC1 (2R,4R)-N-(4-(tert-butyl)phenyl)-1-cyano-N-(2-(cyclohexylamino)-2-oxo-1-(pyridin-3-yl)ethyl)-4-methylpyrrolidine-2-carboxamide